C(C)(C)(C)OC(=O)NCCC=1C(=NN(C1Cl)CC1=C(C=CC=C1F)F)C(=O)OCC ethyl 4-(2-((tert-butoxycarbonyl)amino)ethyl)-5-chloro-1-(2,6-difluorobenzyl)-1H-pyrazole-3-carboxylate